diiodosalicylaldehyde IC=1C(=C(C(C=O)=CC1)O)I